OCC1CCC(CC1)C1=NN2C(C=C(C=C2)NC(OC(C)(C)C)=O)=C1 tert-butyl N-[2-[4-(hydroxymethyl)cyclohexyl]pyrazolo[1,5-a]pyridin-5-yl]carbamate